O.P(=O)([O-])([O-])[O-].[Mn+3] manganese(III) phosphate hydrate